(1R,2R)-2-fluoro-N-(6-(3-((6-((S)-1-hydroxypropyl)-4-methylpyridin-3-yl)amino)pyridin-2-yl)pyrimidin-4-yl)cyclopropane-1-carboxamide F[C@H]1[C@H](C1)C(=O)NC1=NC=NC(=C1)C1=NC=CC=C1NC=1C=NC(=CC1C)[C@H](CC)O